FC1=C2C(COCC2=CC(=C1)C(F)(F)F)=O 5-fluoro-7-(trifluoromethyl)isochroman-4-one